8-(3-acrylamidophenyl)-6-cyclohexyl-7-oxo-7,8-dihydropterin C(C=C)(=O)NC=1C=C(C=CC1)N1C(C(=NC=2C(NC(=NC12)N)=O)C1CCCCC1)=O